C(C)(C)(C)OC(=O)N1C[C@@H](N(CC1)C(=O)C=1C=C(C(=C2C(=NNC12)C)Br)F)CCO (S)-4-(4-Bromo-5-fluoro-3-methyl-1H-indazole-7-carbonyl)-3-(2-hydroxyethyl)piperazine-1-carboxylic acid tert-butyl ester